1-((3aR,5R,6R,6aS)-6-Fluoro-2,2-dimethyltetrahydrofuro[2,3-d][1,3]dioxol-5-yl)ethan-1-one F[C@H]1[C@H](O[C@@H]2OC(O[C@@H]21)(C)C)C(C)=O